methyl 5-(bromomethyl)-5-fluoro-2-methyl-3-nitrobenzoate BrCC1(CC(=C(C(C(=O)OC)=C1)C)[N+](=O)[O-])F